racemic-(4S,4R)-4-(4-cyano-2-methoxyphenyl)-5-ethoxy-2,8-dimethyl-1,6-naphthyridine-3-carboxamide C(#N)C1=CC(=C(C=C1)C1=C(C(=NC2=C(C=NC(=C12)OCC)C)C)C(=O)N)OC